fluorene diborate B(O)(O)OB(O)O.C1=CC=CC=2C3=CC=CC=C3CC12